2-propyl-2-hydroxymethyl-1,3-propanediol C(CC)C(CO)(CO)CO